[(2S)-1-(1H-tetrazol-1-yl)propan-2-yl]oxylbenzonitrile N1(N=NN=C1)C[C@H](C)OC1=C(C#N)C=CC=C1